C(#N)C1=CC=C(C=C1)C=1C=NN(C1O)C1=NC=C(C(=O)Cl)C=C1 6-(4-(4-cyanophenyl)-5-hydroxy-1H-pyrazol-1-yl)nicotinoyl chloride